S1C(=CC=C1)C(S(=O)(=O)C1=CC=C(C)C=C1)[N+]#[C-] 1-THIOPHEN-2-YL-1-TOSYLMETHYL ISOCYANIDE